(R)-N-(1-(5-fluoro-2-(2,2,2-trifluoroethoxy)phenyl)ethyl)-3-(1-methyl-1H-pyrazol-4-yl)pyrazolo[1,5-a]pyrimidine-5-amine FC=1C=CC(=C(C1)[C@@H](C)NC1=NC=2N(C=C1)N=CC2C=2C=NN(C2)C)OCC(F)(F)F